CC1=CC[C@@]23[C@H]1[C@@H]4[C@@H](CC[C@@]2(O3)C)C(=C)C(=O)O4 (3aR,4aS,6aS,9aS,9bR)-1,4a-Dimethyl-7-methylene-5,6,6a,7,9a,9b-hexahydro-3H-oxireno[8,8a]azuleno[4,5-b]furan-8(4aH)-one